phenyl 4-methylbenzoate CC1=CC=C(C(=O)OC2=CC=CC=C2)C=C1